N-((1S,2S)-1-hydroxy-1-phenylpropan-2-yl)-N-methyldecanoamide O[C@H]([C@H](C)N(C(CCCCCCCCC)=O)C)C1=CC=CC=C1